(Z)-2-(5-ethyl-2-methyl-1-(4-isopropylbenzylidene)-1H-inden-3-yl)acetic acid C(C)C=1C=C2C(=C(/C(/C2=CC1)=C/C1=CC=C(C=C1)C(C)C)C)CC(=O)O